3-(6-phenyl-1-((2-(trimethylsilyl)ethoxy)methyl)-1H-benzo[d]imidazol-2-yl)-1-((2-(trimethylsilyl)ethoxy)methyl)-1H-indazole-5-carboxylic acid C1(=CC=CC=C1)C=1C=CC2=C(N(C(=N2)C2=NN(C3=CC=C(C=C23)C(=O)O)COCC[Si](C)(C)C)COCC[Si](C)(C)C)C1